COC=1C=CC(=C(N)C1)OCCC(F)(F)F 5-methoxy-2-(3,3,3-trifluoropropoxy)aniline